2-sodiosulfoterephthalic acid C1=CC(=C(C=C1C(=O)[O-])S(=O)(=O)O)C(=O)O.[Na+]